N-(1-(3-amino-5-(trifluoromethyl)phenyl)ethyl)-7-methoxy-6-(2-methoxyethoxy)-2-methylquinazolin-4-amine NC=1C=C(C=C(C1)C(F)(F)F)C(C)NC1=NC(=NC2=CC(=C(C=C12)OCCOC)OC)C